C(CCCCC)(=O)OCCCN(CCCCCCCCC)CC(=O)N1CCN(CC1)C(CN(CCCCCCCCC)CCN(CCCCCCCCC)CCCCCCCCC)=O 3-((2-(4-(N-(2-(dinonylamino)ethyl)-N-nonylglycyl)piperazin-1-yl)-2-oxoethyl)(nonyl)amino)propyl hexanoate